(2S,4R)-1-(tert-butyldimethylsilyloxy)-4-(tert-butyldimethylsilyloxy)-2-methylpyrrolidine-2-carboxylic acid [Si](C)(C)(C(C)(C)C)ON1[C@@](C[C@H](C1)O[Si](C)(C)C(C)(C)C)(C(=O)O)C